OC=1C=C2C=CC(=CC2=CC1)B(O)O 6-HYDROXY-2-NAPHTHALENEBORONIC ACID